5-chloro-1'-[2-({4-[(trans)-3-hydroxy-3-methylcyclobutyl]pyrido[3,2-d]pyrimidin-7-yl}oxy)ethyl]-1,2-dihydrospiro[indole-3,4'-piperidin]-2-one ClC=1C=C2C(=CC1)NC(C21CCN(CC1)CCOC1=CC=2N=CN=C(C2N=C1)C1CC(C1)(C)O)=O